CC(C)(C)OC(C)=O acetic acid-1,1-dimethylethyl ester